C(C)(C)(C)OC(=O)NC1=CC=C(C=C1)C=1N(C2=CC(=C(C=C2C1)OC)C(=O)OC)C1CCC1 methyl 2-(4-((tert-butoxycarbonyl)amino)phenyl)-1-cyclobutyl-5-methoxy-1H-indole-6-carboxylate